OC(CCCCCCCCCCCCCC(=O)O)CCCCCCCCCC 15-Hydroxy-pentacosanoic acid